5-(((R)-1-(3-(difluoromethyl)-2-fluorophenyl)ethyl)amino)-3-(3-methoxypyrrolidin-3-yl)-1,8-dimethylpyrido[2,3-d]pyridazin-2(1H)-one FC(C=1C(=C(C=CC1)[C@@H](C)NC1=C2C(=C(N=N1)C)N(C(C(=C2)C2(CNCC2)OC)=O)C)F)F